C(C)OC(=O)[C@H]1C2CCC([C@@H]1NC1=NC(=NN3C1=CC(=C3)C(F)F)C3=CN(C1=NC=C(C=C13)F)S(=O)(=O)C1=CC=C(C)C=C1)CC2 (1R,2S,3S,4R)-3-((6-(difluoromethyl)-2-(5-fluoro-1-tosyl-1H-pyrrolo[2,3-b]pyridin-3-yl)pyrrolo[2,1-f][1,2,4]triazin-4-yl)amino)bicyclo[2.2.2]octane-2-carboxylic acid ethyl ester